3,3,3-trifluoro-2-(trifluoromethyl)-2-((trimethylsilyl)oxy)propionyl chloride FC(C(C(=O)Cl)(O[Si](C)(C)C)C(F)(F)F)(F)F